3-(azetidin-3-yl)propionitrile N1CC(C1)CCC#N